C1(CC1)C=1C=C(C(=O)O)C=C(C1)S(=O)(=O)C(F)(F)F 3-cyclopropyl-5-[(trifluoromethyl)sulfonyl]benzoic acid